CN1N=CC(=C1)C1=CC(=NC=C1)NC=1SC=C(N1)C1=NC=CC=C1 N-(4-(1-methyl-1H-pyrazol-4-yl)pyridin-2-yl)-4-(pyridin-2-yl)thiazol-2-amine